CN1C=C(C2=CC=CC=C12)CN1C(C2=CC=CC(=C2CC1)C=1C(=NN(C1)C)C(F)(F)F)=O 2-((1-methyl-1H-indol-3-yl)methyl)-5-(1-methyl-3-(trifluoromethyl)-1H-pyrazol-4-yl)-3,4-dihydroisoquinolin-1(2H)-one